C(C)OC(C(\C=C/C1=CC=C(C=C1)OC)(F)F)=O Z-ethyl-4-(4-methoxyphenyl)-2,2-difluorobut-3-enoate